2-Methoxy-4-(trifluoromethyl)benzenesulfonyl Chloride COC1=C(C=CC(=C1)C(F)(F)F)S(=O)(=O)Cl